2-((tert-butoxycarbonyl)(tert-butoxycarbonyl)amino)-5-((triisopropylsilyl)ethynyl)quinolin-4-yltrifluoromethane C(C)(C)(C)OC(=O)N(C1=NC2=CC=CC(=C2C(=C1)C(F)(F)F)C#C[Si](C(C)C)(C(C)C)C(C)C)C(=O)OC(C)(C)C